FC=1C=C(C=C(C1N(CCCC(=O)O)C)F)C1=C(C=CC=C1)N1CCCC1 4-[(3,5-difluoro-2'-pyrrolidin-1-yl-biphenyl-4-yl)-methyl-amino]-butyric acid